N1=CC(=CC=C1)C=1C=C(C=C(C1)C=1C=NC=CC1)C1=NC(=NC=C1)C (3,5-di(3-pyridyl)phenyl)-2-methylpyrimidine